CCCCCCCCCCCCCCCCOC[C@H](COC(=O)CCCCCCCCCCCCC)OC(=O)C The molecule is a 1-alkyl-2-acetyl-3-acyl-sn-glycerol in which the alkyl and acyl groups are specified as palmityl and myristoyl. It is a 1-alkyl-2-acetyl-3-acyl-sn-glycerol and a tetradecanoate ester. It derives from a 1-O-palmityl-2-acetyl-sn-glycerol.